FC(C=1C=NC=C(C(=O)NCCC(=O)NC=2SC3=C(N2)C=CC(=C3)C(=O)O)C1)(F)F 2-(3-(5-(trifluoromethyl)nicotinamido)propanamido)benzo[d]thiazole-6-carboxylic acid